CN(C(COC=1C=NC(=CC1)NC1CCC(CC1)OC1=C2C=CC=NC2=CC(=N1)N1CCOCC1)=O)C N,N-dimethyl-2-((6-(((1s,4s)-4-((7-morpholino-1,6-naphthyridin-5-yl)oxy)cyclohexyl)amino)pyridin-3-yl)oxy)acetamide